N-(4'-methoxybenzyl)acetamide (2-amino-3-(3-(4-(((3-fluoro-5-methoxyphenyl)amino)methyl)benzyl)isoxazol-5-yl)pyridin-1-ium-1-yl)methyl-hydrogenphosphate NC1=[N+](C=CC=C1C1=CC(=NO1)CC1=CC=C(C=C1)CNC1=CC(=CC(=C1)OC)F)COP(=O)(O)[O-].COC1=CC=C(CNC(C)=O)C=C1